BrC=1C(=CC(=C(CN(C(=O)OC(C)(C)C)CC=2N=CC(=NC2)[C@@H]2[C@H](C2)C(=O)[O-])C1)F)F (1s,2s)-2-{5-[(5-bromo-2,4-difluoro-benzyl)-tert-butoxycarbonylamino]Methyl-pyrazin-2-yl}-cyclopropanecarboxylate